1-methyl-2-((1-methyl-2-oxo-5-(trifluoromethyl)-1,2-dihydropyridin-3-yl)amino)-6-(pyrazolo[1,5-a]pyridin-3-yloxy)-1H-imidazo[4,5-b]pyridine-7-carbonitrile CN1C(=NC2=NC=C(C(=C21)C#N)OC=2C=NN1C2C=CC=C1)NC=1C(N(C=C(C1)C(F)(F)F)C)=O